methyl 2-({[3-methyl-5-(1-methylethyl)-1-benzothiophen-2-yl]sulfonyl} amino)-1,3-thiazole-5-carboxylate CC1=C(SC2=C1C=C(C=C2)C(C)C)S(=O)(=O)NC=2SC(=CN2)C(=O)OC